C(C(C)C)C(C(=O)O)CC.C(CCC)(=O)OCC(C)C isobutyl butyrate (isobutyl butyrate)